Cl.Cl.N[C@H](C(=O)O)CCN1CC(CCC1)(F)F (S)-2-amino-4-(3,3-difluoropiperidin-1-yl)butanoic acid dihydrochloride